[Cl-].[NH4+].C(CCCCCCCCCCC)C=1N(CCN1)CC1=CC=CC=C1 dodecylbenzyl-imidazoline ammonium chloride